ClC1=CC=C(C=C1)C=1C=C(C(N(N1)C=1C=NC=CC1)=O)C(=O)N[C@@H](CO)C 6-(4-chlorophenyl)-N-[(2R)-1-hydroxypropan-2-yl]-3-oxo-2-(pyridin-3-yl)-2,3-dihydropyridazine-4-carboxamide